FC(C1=C(C(=NC(=N1)SC)C=1C=NN(C1)C1CN(C1)C(=O)OC(C)(C)C)C)F tert-butyl 3-[4-[6-(difluoromethyl)-5-methyl-2-methylsulfanyl-pyrimidin-4-yl]pyrazol-1-yl]azetidine-1-carboxylate